5-(3-(2-amino-[1,2,4]triazolo[1,5-a]pyridin-7-yl)-6-chloro-2-fluorophenoxy)-3,3-difluoro-2-(5-fluoropyridin-2-yl)pentan-2-ol NC1=NN2C(C=C(C=C2)C=2C(=C(OCCC(C(C)(O)C3=NC=C(C=C3)F)(F)F)C(=CC2)Cl)F)=N1